BrCC=1SC(=CN1)C(=O)OCC ethyl 2-(bromomethyl)thiazole-5-carboxylate